C[Si](C)(C)CC1(C=CC=C1)[Zr] ((trimethylsilyl)methylcyclopentadienyl)zirconium